5-(2-isocyanatoethyl)-2-isocyanatomethyl-2-(3-isocyanatopropyl)-bicyclo[2.2.1]-heptane N(=C=O)CCC1C2CC(C(C1)C2)(CCCN=C=O)CN=C=O